4-bromo-2-(chloromethyl)-1H-pyrrolo[2,3-c]pyridine hydrochloride salt Cl.BrC1=C2C(=CN=C1)NC(=C2)CCl